FC=1C(=NC=CC1)C=1NC2=CC=C(C=C2C1C)C#N 2-(3-fluoropyridin-2-yl)-3-methyl-1H-indol-5-carbonitrile